C(C1=CC=CC=C1)C(C(=O)[N-]C)C1=CC=CC=C1 benzylmethylphenylacetylamide